[O-]O.C(C)C1=CC=CC=C1 ETHYLBENZENE HYDROPEROXIDE